BrC=1C=CC2=C(NC(CCC2)=O)C1 8-Bromo-4,5-dihydro-1H-benzo[b]azepin-2(3H)-on